BrC=1C(=NN(C1C1=CC(=C(C=C1)F)F)C1=C(C=CC=C1)F)N 4-bromo-5-(3,4-difluorophenyl)-1-(2-fluorophenyl)-1H-pyrazole-3-amine